1-(3-Bromopropoxy)-2-chloro-4-methyl-5-nitrobenzene BrCCCOC1=C(C=C(C(=C1)[N+](=O)[O-])C)Cl